2'-methyl-5'-(pentafluoroethyl)-4-(4,4,5,5-tetramethyl-1,3,2-dioxaborolan-2-yl)-4'-(trifluoromethyl)-2'H-1,3'-bipyrazole CN1N=C(C(=C1N1N=CC(=C1)B1OC(C(O1)(C)C)(C)C)C(F)(F)F)C(C(F)(F)F)(F)F